FC1(CC(C1)[C@@H](O)C=1SC=2C(=NC(=CC2)C2=CC=3C(N=C2)=NN(C3)C)N1)F (R)-(3,3-difluorocyclobutyl)(5-(2-methyl-2H-pyrazolo[3,4-b]pyridin-5-yl)[1,3]thiazolo[4,5-b]pyridin-2-yl)methanol